(Z)-3-(1-((6,7-Dihydro-4H-pyrazolo[5,1-c][1,4]oxazin-2-yl)amino)ethylidene)-5-(2-fluoro-6-methylphenyl)-1H-pyrrolo[2,3-c]pyridin-2(3H)-one N1=C(C=C2COCCN21)N\C(\C)=C\2/C(NC1=CN=C(C=C12)C1=C(C=CC=C1C)F)=O